C(C1=CC=CC=C1)OC(=O)[N@]1C(C1)C (R)-2-Methylazacyclopropane-1-carboxylic acid benzyl ester